C(#N)C=1C=C(C(=NC1)C(=O)NC=1C=C2C(=NNC2=CC1)C1=CC(=CC=C1)P(=O)(C)C)C 5-Cyano-N-(3-(3-(dimethylphosphoryl)phenyl)-1H-indazol-5-yl)-3-methylpicolinamide